5,3-bis(trifluoromethyl)benzene FC(C=1C=C(C=CC1)C(F)(F)F)(F)F